CC1(CC(C(=O)O)=CC(=C1OCCOCCOCCOC)OCCOCCOCCOC)OCCOCCOCCOC.COCCOCCOCCOC=1C=C(C(=O)O)C=C(C1OCCOCCOCCOC)OCCOCCOCCOC 3,4,5-tris(2-(2-(2-methoxyethoxy)ethoxy)ethoxy)benzoic acid 3-Methyl-3,4,5-tris(2-(2-(2-methoxyethoxy)ethoxy)ethoxy)benzoate